CN(P(=S)(O)O)C.F[C@@H]1C[C@H](N(C1)C(CCC1=NC=CC=C1OC)=O)C(=O)N[C@H](C1=CC=C(C=C1)C(C)C)C1=CC=CC=C1 (2S,4R)-4-fluoro-1-[3-(3-methoxypyridin-2-yl)propanoyl]-N-[(S)-phenyl[4-(propan-2-yl)phenyl]methyl]pyrrolidine-2-carboxamide dimethylamidothiophosphate